C(C1=CC=CC=C1)NCCO N-benzylethanolamine